C(CCCCCCCCCCCCCCCCCCC)[N+](CC)(C)C arachidyl-dimethylethyl-ammonium